(1-((2-(trimethylsilyl)ethoxy)methyl)-1H-1,2,4-triazol-5-yl)piperidine C[Si](CCOCN1N=CN=C1N1CCCCC1)(C)C